O1C=C(C=C1)C=1C(C(=C2COCCN2C1C)C(=O)O)=O 7-(Furan-3-yl)-6-methyl-8-oxo-1,3,4,8-tetrahydropyrido[2,1-c][1,4]oxazine-9-carboxylic acid